methoxymethyl-3-methyl-benzene COCC1=CC(=CC=C1)C